cis-2-Amino-1-cyclooctanecarboxylic acid N[C@@H]1[C@@H](CCCCCC1)C(=O)O